C(C)(C)N(CCOC1=NC=C(C(=O)OC(C)(C)C)C=C1NS(=O)(=O)CC1=CC=CC=C1)C(C)C tert-butyl 6-(2-(diisopropylamino)ethoxy)-5-((phenylmethyl)sulfonamido)nicotinate